BrC1=C2C=CC=C(C2=CC=C1)C(=O)Cl 5-bromo-1-naphthoyl chloride